ClC=1C=C(C=NC1)C(C)(C#N)NC(=O)[C@@H]1[C@H]2C([C@H]2CN1C([C@H](C(C)(C)C)NC(C(F)(F)F)=O)=O)(C)C (1R,2S,5S)-N-[1-(5-chloro-3-pyridyl)-1-cyano-ethyl]-3-[(2S)-3,3-dimethyl-2-[(2,2,2-trifluoroacetyl)amino]butanoyl]-6,6-dimethyl-3-azabicyclo[3.1.0]hexane-2-carboxamide